amino-5-fluoro-3H-isobenzofuran-1-one NC1OC(C2=CC=C(C=C12)F)=O